tert-Butyl 4-(4-bromo 1H-indol-1-yl)piperidine-1-carboxylate BrC1=C2C=CN(C2=CC=C1)C1CCN(CC1)C(=O)OC(C)(C)C